(2-chloro-4-(trifluoromethyl)-phenyl)-6-methoxybenzothiazol-2(3H)-one ClC1=C(C=CC(=C1)C(F)(F)F)N1C(SC2=C1C=CC(=C2)OC)=O